(R)-1-(2-(3-fluoro-4-methylphenyl)-2H-pyrazolo[3,4-d]pyrimidin-4-yl)-N-((3-fluorothieno[2,3-c]pyridin-5-yl)methyl)piperidine-3-carboxamide FC=1C=C(C=CC1C)N1N=C2N=CN=C(C2=C1)N1C[C@@H](CCC1)C(=O)NCC=1C=C2C(=CN1)SC=C2F